9-allyl-N-((1R,2S)-2-(3,4-difluorophenyl)cyclopropyl)-2-(propylsulfanyl)-9H-purin-6-amine C(C=C)N1C2=NC(=NC(=C2N=C1)N[C@H]1[C@@H](C1)C1=CC(=C(C=C1)F)F)SCCC